(3-chloropyrazine-2-yl)methylamine hydrochloride Cl.ClC=1C(=NC=CN1)CN